1,8-diazabicyclo(5.4.0)-7-undecenium ((2S,6R)-6-((2-cyanoethoxy)-2-(2-phenoxyacetamido)-9H-purin-9-yl)-4-tritylmorpholin-2-yl)methylphosphonate C(#N)CCOC=1N(C2=NC(=NC=C2N1)NC(COC1=CC=CC=C1)=O)[C@@H]1O[C@@H](CN(C1)C(C1=CC=CC=C1)(C1=CC=CC=C1)C1=CC=CC=C1)CP([O-])([O-])=O.[NH+]12CCCCCC2=NCCC1.[NH+]12CCCCCC2=NCCC1